2-([1-Benzyl-5-[3-(2-methylpropoxy)-phenyl]-1H-pyrazol-3-yl]methoxy)-2-methylpropanoic acid C(C1=CC=CC=C1)N1N=C(C=C1C1=CC(=CC=C1)OCC(C)C)COC(C(=O)O)(C)C